1-[3-(trimethoxysilyl)phenyl]-1-phenylethylene CO[Si](C=1C=C(C=CC1)C(=C)C1=CC=CC=C1)(OC)OC